[Si](C1=CC=CC=C1)(C1=CC=CC=C1)(C(C)(C)C)OCC[C@H](CCC)NC=1C2=C(N=C(N1)NC(OC)=O)C=NN2CC=2C(=NC=C(C2)C=O)OC methyl (S)-(7-((1-((tert-butyldiphenylsilyl)oxy)hexan-3-yl)amino)-1-((5-formyl-2-methoxypyridin-3-yl)methyl)-1H-pyrazolo[4,3-d]pyrimidin-5-yl)carbamate